2-methoxy-4-fluoro-5-(t-butoxycarbonyl)aminophenol COC1=C(C=C(C(=C1)F)NC(=O)OC(C)(C)C)O